5-[8-dimethylamino-1-(3-methoxy-propyl)-2-oxo-8-phenyl-1,3-diazaspiro[4.5]decan-3-yl]-pyrimidine-2-carbonitrile CN(C1(CCC2(CN(C(N2CCCOC)=O)C=2C=NC(=NC2)C#N)CC1)C1=CC=CC=C1)C